1-acetyl-3-oxo-1,2,3,4-tetrahydroquinoxaline-6-sulfonyl chloride C(C)(=O)N1CC(NC2=CC(=CC=C12)S(=O)(=O)Cl)=O